N-(6-(4-isopropyl-4H-1,2,4-triazol-3-yl)pyridin-2-yl)-5-(1-methyl-1H-pyrazol-4-yl)-3,6-dihydropyridine-1(2H)-carboxamide C(C)(C)N1C(=NN=C1)C1=CC=CC(=N1)NC(=O)N1CCC=C(C1)C=1C=NN(C1)C